4-butyl-1-(2,5-difluorophenyl)-3-(4-fluorophenyl)-N-(5-hydroxy-5-methylhexyl)-5-methyl-4,5-dihydro-1H-pyrazole-5-carboxamide C(CCC)C1C(=NN(C1(C(=O)NCCCCC(C)(C)O)C)C1=C(C=CC(=C1)F)F)C1=CC=C(C=C1)F